4-methyl-2-oxoquinolin CC1=CC(NC2=CC=CC=C12)=O